3-((13-cyclobutyltridec-12-yn-1-yl)oxy)propyl hydrogen ((((R)-1-(6-amino-9H-purin-9-yl)propan-2-yl)oxy)methyl)phosphonate NC1=C2N=CN(C2=NC=N1)C[C@@H](C)OCP(OCCCOCCCCCCCCCCCC#CC1CCC1)(O)=O